6-(2-amino-5-bromo-3-pyridinyl)-N,N-dimethyl-pyridine-3-carboxamide NC1=NC=C(C=C1C1=CC=C(C=N1)C(=O)N(C)C)Br